C1CCC2=NC3=C(C(=C21)NC(=O)N=[S@@](=O)(N)C=2C(=NC(=CC2)C(C)(C)O)C)CCC3 (S)-N'-((1,2,3,5,6,7-hexahydrodicyclopenta[b,e]pyridin-8-yl)carbamoyl)-6-(2-hydroxypropan-2-yl)-2-methylpyridine-3-sulfonimidamide